NCC=1C=C(C2=C(N(C=N2)C)C1C(C)O)C1=CC=C(C=C1)OC(F)(F)F 1-(6-(aminomethyl)-1-methyl-4-(4-(trifluoromethoxy)phenyl)-1H-benzo[d]imidazol-7-yl)ethan-1-ol